OC=1C(C(=C(C(C1)=O)O)I)=O 2,5-dihydroxy-6-iodobenzoquinone